COC1CCC(CC1)N1CCC(CC1)C=1C=C2CN(C(C2=CC1)=O)C1C(NC(CC1)=O)=O 3-(5-(1-(4-methoxycyclohexyl)piperidin-4-yl)-1-oxoisoindolin-2-yl)piperidine-2,6-dione